ethylene glycol caprylate caprate C(=O)(CCCCCCCCC)OCCOC(CCCCCCC)=O